tris(4,4-dimethyl-2-oxazolinyl)phenylborate B(OC1=C(C(=C(C=C1)C2=NC(CO2)(C)C)C3=NC(CO3)(C)C)C4=NC(CO4)(C)C)(OC5=C(C(=C(C=C5)C6=NC(CO6)(C)C)C7=NC(CO7)(C)C)C8=NC(CO8)(C)C)OC9=C(C(=C(C=C9)C1=NC(CO1)(C)C)C1=NC(CO1)(C)C)C1=NC(CO1)(C)C